C1(CC1)CON1C(C2=C(C=NC=C2CC1)F)=O 2-(cyclopropylmethoxy)-8-fluoro-3,4-dihydro-2,6-naphthyridin-1(2H)-one